(+)-3-(3-chloro-2-methoxyanilino)-2-{3-[2-(oxetan-2-yl)ethoxy]pyridin-4-yl}-1,5,6,7-tetrahydro-4H-pyrrolo[3,2-c]pyridin-4-one ClC=1C(=C(NC2=C(NC3=C2C(NCC3)=O)C3=C(C=NC=C3)OCCC3OCC3)C=CC1)OC